C(C)(C)(C)OC(=O)N1CCC(CC1)CCCOC1CCNCC1 4-(3-(piperidin-4-yloxy)propyl)piperidine-1-carboxylic acid tert-butyl ester